2,2-difluoro-N-(6-(2-fluoro-6-methylphenyl)benzo[d]thiazol-2-yl)cyclopropane-1-carboxamide FC1(C(C1)C(=O)NC=1SC2=C(N1)C=CC(=C2)C2=C(C=CC=C2C)F)F